(S)-4-((R)-3-Aminopyrrolidin-1-yl)-7-((R)-1-methoxyethyl)-7,8-dihydro-6H-pyrimido[5,4-b][1,4]oxazin-2-amine dihydrochloride salt Cl.Cl.N[C@H]1CN(CC1)C1=NC(=NC2=C1OC[C@H](N2)[C@@H](C)OC)N